C(C)(C)(C)OC(=O)N1C2(CC2)C[C@H](CC1)N1N=C2C(=CC(=CC2=C1)C1=NN2C(C(=NC(=C2)C)C)=C1)F (7S)-7-[5-(4,6-dimethylpyrazolo[1,5-a]pyrazin-2-yl)-7-fluoro-indazol-2-yl]-4-azaspiro[2.5]octane-4-carboxylic acid tert-butyl ester